C(N)(=O)C1(CC1)CNC(=O)[C@H]1N(C[C@@H](C1)O)C([C@H](C(C)(C)C)N1N=NC(=C1)C1CC1)=O (2S,4r)-N-[(1-carbamoyl-cyclopropyl)methyl]-1-[(2S)-2-(4-cyclopropyl-triazol-1-yl)-3,3-dimethyl-butyryl]-4-hydroxy-pyrrolidine-2-carboxamide